(R)-N-(7-fluoronaphtho[2,1-d]thiazol-2-yl)morpholine-3-carboxamide TFA salt OC(=O)C(F)(F)F.FC=1C=C2C=CC=3N=C(SC3C2=CC1)NC(=O)[C@@H]1NCCOC1